1-(3-(4-Methoxyphenyl)-1,2,4-oxadiazol-5-yl)-N-((1-((4-methylpyridin-3-yl)methyl)pyrrolidin-3-yl)methyl)piperidine-4-carboxamide COC1=CC=C(C=C1)C1=NOC(=N1)N1CCC(CC1)C(=O)NCC1CN(CC1)CC=1C=NC=CC1C